N-[(1,1-dimethylethoxy)carbonyl]-1,6-hexanediamine CC(C)(OC(=O)NCCCCCCN)C